[NH4+].[NH4+].C(=C)C(CCC=CCCCCCCC)CCCCCC 12-vinyl-8-octadecene diammonium